Aminomethanephosphonic acid NCP(O)(=O)O